N-((2-(2,6-dioxopiperidin-3-yl)-1-oxoisoindolin-5-yl)methyl)-4-(8-(hydroxyamino)-8-oxooctyl)benzamide O=C1NC(CCC1N1C(C2=CC=C(C=C2C1)CNC(C1=CC=C(C=C1)CCCCCCCC(=O)NO)=O)=O)=O